FC1=CC=C(C=C1)COC1=C(C(=NN1C(C(CO)(C)C)=O)C1C(N(C1)S(=O)(=O)C)C)OC 1-{5-[(4-fluorophenyl)methoxy]-3-(1-methanesulfonyl-2-methylazetidin-3-yl)-4-methoxy-1H-pyrazol-1-yl}-3-hydroxy-2,2-dimethylpropan-1-one